ClC1=C(C(=CC=C1Cl)OCOCC[Si](C)(C)C)[C@H]1CC(N(C1)C=1C=NN2C1OCC2)=S |r| rac-4-(2,3-dichloro-6-((2-(trimethylsilyl)ethoxy)methoxy)phenyl)-1-(2,3-dihydropyrazolo[5,1-b]oxazol-7-yl)pyrrolidine-2-thione